4-(4-amino-2-{4-[(2-fluoroacrylamido)]phenyl}-1-methyl-7-(oxetan-3-ylethynyl)pyrrolo[3,2-c]pyridin-3-yl)-2-methoxy-N-(2,2,2-trifluoroethyl)benzamide NC1=NC=C(C2=C1C(=C(N2C)C2=CC=C(C=C2)NC(C(=C)F)=O)C2=CC(=C(C(=O)NCC(F)(F)F)C=C2)OC)C#CC2COC2